C[C@H]1C2=CN(N=C2C2=C(C1)OC(=C2C(F)(F)F)C(=O)NC[C@H]2OCCC2)CC2CCN(CC2)C(C(CC)=O)=O (4R)-4-methyl-2-{[1-(2-oxobutanoyl)piperidin-4-yl]methyl}-N-{[(2S)-oxolan-2-yl]methyl}-8-(trifluoromethyl)-4,5-dihydro-2H-furo[2,3-g]indazole-7-carboxamide